BrC=1C=C(C(=NC1)NS(=O)(=O)C1=CNC(=C1)C1=CC=CC=C1)F N-(5-bromo-3-fluoro-2-pyridyl)-5-phenyl-1H-pyrrole-3-sulfonamide